FCCCN1CC(C1)OC1=CC(=CC=C1)B1OC(C(O1)(C)C)(C)C 1-(3-fluoropropyl)-3-(3-(4,4,5,5-tetramethyl-1,3,2-dioxaborolan-2-yl)phenoxy)azetidine